1-(3,3-difluoropyrrolidin-1-yl)ethanone FC1(CN(CC1)C(C)=O)F